2-methyl-4-(4'-t-butylphenyl)-tetrahydrocyclopenta[b]naphthalene CC1CC2C(=CC3=CC=CC=C3C2C2=CC=C(C=C2)C(C)(C)C)C1